N-(1,1-dimethylsilinan-4-yl)-4-fluoro-6-methoxy-1H-pyrrolo[2,3-b]pyridine-2-carboxamide C[Si]1(CCC(CC1)NC(=O)C1=CC=2C(=NC(=CC2F)OC)N1)C